(9,9-dimethyl-7-nitro-9H-fluoren-2-yl)(4-fluoro-2-methylphenyl)methanone CC1(C2=CC(=CC=C2C=2C=CC(=CC12)C(=O)C1=C(C=C(C=C1)F)C)[N+](=O)[O-])C